1,3,3-trimethyl-3H-indol CN1CC(C2=CC=CC=C12)(C)C